(3-benzyloxyphenyl)-N-phenyl-acetamide C(C1=CC=CC=C1)OC=1C=C(C=CC1)CC(=O)NC1=CC=CC=C1